ethyl (2E)-3-ethoxyprop-2-enoate C(C)O/C=C/C(=O)OCC